COC1=CC=C(C=C1)[C@@H](C1CCN(CC1)C(=O)C=1C=CC2=C(NC(CO2)=O)C1)C1=CC=CC=C1 6-[4-[(S)-(4-Methoxyphenyl)-phenylmethyl]piperidin-1-carbonyl]-4H-1,4-benzoxazin-3-on